Benzyl 2-(3-(2-aminoethyl)ureido)-3-(benzo[d]thiazol-2-yl)-4,7-dihydrothieno[2,3-c]pyridine-6(5H)-carboxylate NCCNC(NC1=C(C2=C(CN(CC2)C(=O)OCC2=CC=CC=C2)S1)C=1SC2=C(N1)C=CC=C2)=O